4-amino-2-fluoro-5-(isopropylamino)benzoic acid methyl ester COC(C1=C(C=C(C(=C1)NC(C)C)N)F)=O